2-(3,6-Dihydro-2H-pyran-4-yl)-4-methyl-N-((R)-2-(((S)-11-oxo-2,3,10,11-tetrahydro-1H,5H-benzo[d]pyrazolo[1,2-a][1,2]diazepin-10-yl)carbamoyl)butyl)thiazol-5-carboxamid O1CCC(=CC1)C=1SC(=C(N1)C)C(=O)NC[C@@H](CC)C(N[C@H]1C2=C(CN3N(C1=O)CCC3)C=CC=C2)=O